4-Hydroxybutyrylphosphate OCCCC(=O)OP(=O)([O-])[O-]